N-methyl-6-[4-[3-(4-oxo-3H-quinazolin-2-yl)propionyl]piperazin-1-yl]pyridine-3-carboxamidine hydrochloride Cl.CNC(=N)C=1C=NC(=CC1)N1CCN(CC1)C(CCC1=NC2=CC=CC=C2C(N1)=O)=O